6-bromo-4-((1-(3-(difluoromethyl)-2-fluorophenyl)ethyl)amino)-8-methylpyrido[2,3-d]pyrimidin-7(8H)-one BrC1=CC2=C(N=CN=C2NC(C)C2=C(C(=CC=C2)C(F)F)F)N(C1=O)C